(R)-3-fluoro-1-[(R)-7-(4-fluorobenzoyl)-8-methyl-3-(3-methyl-1,2,4-thiadiazol-5-yl)-5,6,7,8-tetrahydroimidazo[1,5-a]pyrazin-1-yl]-pyrrolidin-2-one F[C@H]1C(N(CC1)C=1N=C(N2C1[C@H](N(CC2)C(C2=CC=C(C=C2)F)=O)C)C2=NC(=NS2)C)=O